N-[2-methoxy-5-[1-methyl-5-(methyl-amino)-6-oxopyridin-3-yl]phenyl]methanesulfonamide COC1=C(C=C(C=C1)C1=CN(C(C(=C1)NC)=O)C)NS(=O)(=O)C